2-fluoro-4-(4-ethylcyclohexyl)phenylboronic acid FC1=C(C=CC(=C1)C1CCC(CC1)CC)B(O)O